ClC1=CC(=NC(=C1)C1=NN(C=C1)C(F)F)C=1CN(CC1)C(=O)OC(C)(C)C tert-butyl 3-(4-chloro-6-(1-(difluoromethyl)-1H-pyrazol-3-yl)pyridin-2-yl)-2,5-dihydro-1H-pyrrole-1-carboxylate